2,2-difluoro-2-(2-thienyl)ethane-1-amine FC(CN)(C=1SC=CC1)F